(R)-2-(Methylthio)-7-oxo-8-(1-propionylpiperidin-3-yl)-7,8-dihydropyrido[2,3-d]pyrimidin-5-yl trifluoromethanesulfonate FC(S(=O)(=O)OC1=CC(N(C=2N=C(N=CC21)SC)[C@H]2CN(CCC2)C(CC)=O)=O)(F)F